C(C1=CC=CC=C1)(=O)C1=CC=C(OCC(C)=O)C=C1 1-(4-benzoyl-phenoxy)-propan-2-one